CC1=CC2=C(C3=CC=CC=C3C(=C2C=C1)C(=O)OCCCCCCC)C(=O)OCCCCCCC 2-methyl-9,10-bis(n-heptyloxycarbonyl)anthracene